chlorocarbonic acid-2-ethylhexyl ester C(C)C(COC(=O)Cl)CCCC